CO[C@@H]1OC(C[C@@H]1NC(OCC1=CC=CC=C1)=O)=O Benzyl ((2R,3S)-2-methoxy-5-oxotetrahydrofuran-3-yl)carbamate